zinc bis(dibenzylideneacetone) C(C1=CC=CC=C1)=CC(=O)C=CC1=CC=CC=C1.C(C1=CC=CC=C1)=CC(=O)C=CC1=CC=CC=C1.[Zn]